calcium methanolate C[O-].[Ca+2].C[O-]